2-bromo-4-isopropylthiazole BrC=1SC=C(N1)C(C)C